(2S)-2-(2,4-dihydroxyphenyl)-5,7-dihydroxy-2,3-dihydrochromen-4-one OC1=C(C=CC(=C1)O)[C@H]1OC2=CC(=CC(=C2C(C1)=O)O)O